FC(C)=CC 2-fluoro-2-butene